FC1=CC=C(C=C1)C1CN(CC1)C(=O)C=1N=C(C2=C(N1)OC(=C2)C)NC2(CC2)C [3-(4-fluorophenyl)pyrrolidine-1-carbonyl]-6-methyl-N-(1-methylcyclopropyl)furo[2,3-d]pyrimidin-4-amine